bis-(sulfosuccinimidyl)-suberate S(=O)(=O)(O)C1C(=O)N(C(C1)=O)C(C(=O)[O-])(CCCCCC(=O)[O-])N1C(C(CC1=O)S(=O)(=O)O)=O